COC1=CC=C(CN(C2=CC(=C(C(=N2)C2=C(C=C3C(=NC(=NC3=C2F)F)N2CCC3(CN(C(O3)=O)C)CC2)Cl)I)C)CC2=CC=C(C=C2)OC)C=C1 8-(7-(6-(bis(4-methoxybenzyl)amino)-3-iodo-4-methylpyridin-2-yl)-6-chloro-2,8-difluoroquinazolin-4-yl)-3-methyl-1-oxa-3,8-diazaspiro[4.5]decan-2-one